C1(CC1)C(NC(=O)C1N(CC(C1)O)C([C@@H](C(C)(C)C)N1N=NC(=C1)C1CC1)=O)C1=C(C=C(C=C1)F)F N-[cyclopropyl-(2,4-difluorophenyl)methyl]-1-[(2R)-2-(4-cyclopropyltriazol-1-yl)-3,3-dimethyl-butyryl]-4-hydroxy-pyrrolidine-2-carboxamide